P(=O)(OC=CC)(OC=CC)OC=CC tri-propenyl phosphate